dodecyl benzenesulfonate calcium salt [Ca].C1(=CC=CC=C1)S(=O)(=O)OCCCCCCCCCCCC